OC=1C=C(C=CC1)[C@@H](C)C=1C=C(C(=O)O)C=C(N1)C(NC)=O |r| (+/-)-2-(1-(3-hydroxyphenyl)ethyl)-6-(methylcarbamoyl)isonicotinic acid